ClC=1C2=C(N=NC1)C=NC(=C2)N2CCN(CC2)CC 4-chloro-6-(4-ethylpiperazin-1-yl)pyrido[3,4-c]pyridazine